CC1=CC=2OCCNC2N=N1 3-methyl-6,7-dihydropyridazino[4,3-b][1,4]oxazine